(1,5-cyclooctadiene) Palladium chloride [Pd](Cl)Cl.C1=CCCC=CCC1